α-chloro-isobutanoic acid ClC(C(=O)O)(C)C